ClC1=C(C=CC=C1)[C@H]([C@H](N(C)C)C1=C(C=CC=C1)Cl)N(C)C (1R,2R)-1,2-bis(2-chlorophenyl)-N1,N1,N2,N2-tetramethylethane-1,2-diamine